4-[(2R,4R)-4-({[1-(2,2-difluoro-1,3-benzodioxol-5-yl)cyclopropyl]carbonyl}amino)-7-(difluoromethoxy)-3,4-dihydro-2H-chromen-2-yl]benzoic acid FC1(OC2=C(O1)C=CC(=C2)C2(CC2)C(=O)N[C@@H]2C[C@@H](OC1=CC(=CC=C21)OC(F)F)C2=CC=C(C(=O)O)C=C2)F